(R)-N'-((1,2,3,6,7,8-hexahydro-as-indacen-4-yl)carbamoyl)-2-(2-hydroxypropan-2-yl)-thiazole-5-sulfonimidamide C1CCC2=C(C=C3CCCC3=C12)NC(=O)N=[S@](=O)(N)C1=CN=C(S1)C(C)(C)O